ethyl 3-(2-chlorophenyl)-5,6,7,8-tetrahydro-4H-pyrazolo[1,5-a]azepine-2-carboxylate ClC1=C(C=CC=C1)C=1C(=NN2C1CCCCC2)C(=O)OCC